C(=O)(OC(C)(C)C)N(CCCC[C@H](N)C(=O)O)C N6-Boc-N6-methyllysine